(S)-N-(chroman-4-yl)-2-(4-ethylpiperazin-1-yl)benzo[d]thiazole-6-carboxamide O1CC[C@@H](C2=CC=CC=C12)NC(=O)C1=CC2=C(N=C(S2)N2CCN(CC2)CC)C=C1